OCC1=NC=CC(=C1)NC(O[C@@H](COC1=CC2=C(N=C(S2)C2=C3N=CC(=NC3=CC(=C2)C)OC)C=C1F)C)=O (R)-1-((5-fluoro-2-(2-methoxy-7-methylquinoxalin-5-yl)benzo[d]thiazol-6-yl)oxy)propan-2-yl (2-(hydroxymethyl)pyridin-4-yl)carbamate